3,6-Dichloro-4-((1R,2S)-2-(2,2,2-trifluoroethyl)cyclopropyl)pyridazine ClC=1N=NC(=CC1[C@H]1[C@@H](C1)CC(F)(F)F)Cl